2-methyl-N-{(1S)-1-[5-(phenylethynyl)pyridin-3-yl]ethyl}propane-2-sulfinamide 1,3-propanediyl-dipropiolate C(CCC#CC(=O)O)C#CC(=O)O.CC(C)(C)S(=O)N[C@@H](C)C=1C=NC=C(C1)C#CC1=CC=CC=C1